[Cl-].[Cl-].CC1=C(O[Ti+2]C2=CC=CC=3C4=CC=CC=C4CC23)C(=CC=C1)C 2,6-dimethylphenoxy(fluorenyl)titanium dichloride